(R)-(5-Fluoropyridin-3-yl)(4-(4-(trifluoromethoxy)phenethyl)-7-azabicyclo[2.2.1]heptan-1-yl)methanol FC=1C=C(C=NC1)[C@@H](O)C12CCC(CC1)(N2)CCC2=CC=C(C=C2)OC(F)(F)F